(4R,6R)-1-(7,8-dihydrobenzofuro[4,5-d]thiazol-2-yl)-4-methyl-6-(prop-1-yn-1-yl)tetrahydropyrimidine N1=C(SC2=C1C=1CCOC1C=C2)N2CN[C@@H](C[C@@H]2C#CC)C